methyl 2-chloro-5-(3,5-dimethyl-2,6-dioxo-4-thioxo-1,3,5-triazin-1-yl)-4-fluorobenzoate ClC1=C(C(=O)OC)C=C(C(=C1)F)N1C(N(C(N(C1=O)C)=S)C)=O